ON1C(CCC1=O)=O N-hydroxy-2,5-dioxopyrrolidine